C(C)(C)(C)OC(=O)N1CC(=CC1)C1=NC(=CC=C1)Br 3-(6-Bromopyridin-2-yl)-2,5-dihydro-1H-pyrrole-1-carboxylic acid tert-butyl ester